FC(C1=CC=C(CNC2=C3N=CN(C3=NC(=N2)C=2C=NC=C(C2)Cl)[C@H]2[C@@H]([C@@H]([C@H](O2)C(=O)NC([2H])([2H])[2H])O)O)C=C1)(F)F (2s,3s,4r,5r)-5-(6-(4-(trifluoromethyl)benzylamino)-2-(5-chloropyridin-3-yl)-9H-purin-9-yl)-3,4-dihydroxy-N-(methyl-d3)-tetrahydrofuran-2-carboxamide